(3R)-1-tert-butoxycarbonylpyrrolidine-3-carboxylic acid C(C)(C)(C)OC(=O)N1C[C@@H](CC1)C(=O)O